(5'R*)-5'-methyl-4',5'-dihydro-3'H-spiro[cyclopropane-1,2'-pyrido[2,3-f][1,4]oxazepine]-7'-ol C[C@H]1NCC2(OC3=C1N=C(C=C3)O)CC2 |o1:1|